C[Si](C#CCCC(C#C)O)(C)C 7-(trimethylsilanyl)hepta-1,6-diyne-3-ol